N1(C=NC=C1)CO[C@@H]1CC2=CC[C@H]3[C@@H]4CC=C([C@@]4(C)CC[C@@H]3[C@]2(CC1)C)N1C=NC2=C1C=CC=C2 3β-(Imidazol-1-ylmethoxy)-17-(1H-benzimidazol-1-yl)androsta-5,16-dien